rac-(2R,5S)-tert-butyl 5-methyl-2-(1'-(tetrahydro-2H-pyran-2-yl)-1'H-[1,3'-bipyrazol]-3-yl)piperidine-1-carboxylate C[C@H]1CC[C@@H](N(C1)C(=O)OC(C)(C)C)C1=NN(C=C1)C1=NN(C=C1)C1OCCCC1 |r|